C(C)OC1=CC=C(C=N1)C1=CC=C(C=C1)NC(=O)C1(CC1)OC1=CC=C(C=C1)F N-(4-(6-ethoxypyridin-3-yl)phenyl)-1-(4-fluorophenoxy)cyclopropane-1-carboxamide